BrC=1C=NC(=NC1)NC1=C(C=C(C(=C1)OC)N1CCC(CC1)N(C)C)OC 5-Bromo-2-((4-(4-(dimethylamino)piperidin-1-yl)-2,5-dimethoxyphenyl)amino)pyrimidine